N1C=CC2=CC=C(C=C12)C1=NN2C(C(=NC=C2)NC2=CC(=C(C=C2)N2C3CN(C(C2)C3)C3COC3)OC(C)C)=N1 (1H-indol-6-yl)-N-(3-isopropoxy-4-(5-(oxetan-3-yl)-2,5-diazabicyclo[2.2.1]heptan-2-yl)phenyl)-[1,2,4]triazolo[1,5-a]pyrazin-8-amine